Ethyl (S)-5-((4-(2-(7-((4-(2-((tert-butoxycarbonyl)amino)-4,4-dimethylpentanamido)phenethyl)(methyl)amino)-N,4,4-trimethyl-7-oxoheptanamido)ethoxy)benzamido)methyl)-2-fluorobenzoate C(C)(C)(C)OC(=O)N[C@H](C(=O)NC1=CC=C(CCN(C(CCC(CCC(=O)N(C)CCOC2=CC=C(C(=O)NCC=3C=CC(=C(C(=O)OCC)C3)F)C=C2)(C)C)=O)C)C=C1)CC(C)(C)C